2-chloro-7-(8-ethyl-7-fluoro-3-(methoxymethoxy)naphthalen-1-yl)-8-fluoro-4-(2-((tetrahydro-2H-pyran-2-yl)oxy)-6-azaspiro[3.5]nonan-6-yl)pyrido[4,3-d]pyrimidine ClC=1N=C(C2=C(N1)C(=C(N=C2)C2=CC(=CC1=CC=C(C(=C21)CC)F)OCOC)F)N2CC1(CC(C1)OC1OCCCC1)CCC2